N-(2-{3-[2-(1-methyl-1,2,3,6-tetrahydropyridin-2-yl)acetamido]cyclopentyl}ethyl)-3-oxo-2H,3H-[1,2,4]triazolo[4,3-a]pyridine-8-carboxamide CN1C(CC=CC1)CC(=O)NC1CC(CC1)CCNC(=O)C=1C=2N(C=CC1)C(NN2)=O